C1(CC1)OC1=CC=C(C=C1)C(C(=O)O)N1C[C@@H](CC1)OCCCCC1=NC=2NCCCC2C=C1 2-(4-Cyclopropoxyphenyl)-2-((R)-3-(4-(5,6,7,8-tetrahydro-1,8-naphthyridin-2-yl)butoxy)pyrrolidin-1-yl)acetic acid